N-[4-(methanesulfonyloxy)phenyl]-N'-[4-(ethanesulfonyloxy)phenyl]urea CS(=O)(=O)OC1=CC=C(C=C1)NC(=O)NC1=CC=C(C=C1)OS(=O)(=O)CC